C(#N)C=1C=C(C=CC1OC(C)C)C1=NC(=NO1)N1CCCC2=CC(=CC=C12)CN[C@H](CC(=O)O)C (S)-3-(((1-(5-(3-cyano-4-isopropoxyphenyl)-1,2,4-oxadiazol-3-yl)-1,2,3,4-tetrahydroquinolin-6-yl)methyl)amino)butanoic acid